(3-amino-4-fluorophenyl)(m-tolyl)methanol NC=1C=C(C=CC1F)C(O)C=1C=C(C=CC1)C